FC1=C(C(=CC=C1OC)F)B(O)O (2,6-difluoro-3-methoxyphenyl)boronic acid